(1R,2S,3S,4R,5R)-N-(3,4-dichlorophenyl)-5-fluoro-3-(6-methylpyridin-3-yl)-7-Oxabicyclo[2.2.1]Heptane-2-carboxamide ClC=1C=C(C=CC1Cl)NC(=O)[C@@H]1[C@H]2C[C@H]([C@@H]([C@@H]1C=1C=NC(=CC1)C)O2)F